methyl 2-((2-(6-fluoropyridin-2-yl)-2-azabicyclo[4.1.0]hept-5-yl) methyl)-1-(thiazol-5-ylmethyl)-1H-benzo[d]imidazole-6-carboxylate FC1=CC=CC(=N1)N1C2CC2C(CC1)CC1=NC2=C(N1CC1=CN=CS1)C=C(C=C2)C(=O)OC